8-amino-9-(3-methoxy-2,6-dimethylphenyl)pyrrolo[2,3-f]quinoxaline-7-carbonitrile NC1=C(C2=C(C=3N=CC=NC3C=C2)N1C1=C(C(=CC=C1C)OC)C)C#N